FC1(CC12CCN(CC2)C[C@H]2N(C(CC2)C)C(CN2C(O[C@]1(C2=O)CCC2=CC(=CC=C21)NC(=O)NC)=O)=O)F 1-((1R)-3'-(2-((2S)-2-((1,1-difluoro-6-aza-spiro[2.5]octan-6-yl)methyl)-5-methylpyrrolidin-1-yl)-2-oxoethyl)-2',4'-dioxo-2,3-dihydrospiro[indene-1,5'-oxazolidine]-5-yl)-3-methylurea